C(C1=CC=CC=C1)N1N=NC(=C1)CNC(CCC1=CC=C(C=C1)C(F)(F)F)=O N-((1-benzyl-1H-1,2,3-triazol-4-yl)methyl)-3-(4-(trifluoromethyl)phenyl)propanamide